C(C(F)(F)F)(Cl)Br 2-bromo-2-chloro-1,1-trifluoroethane